C(C)(=O)C1=C(C=C(C=C1)Br)NC(=O)C=1SC=CC1 N-(2-acetyl-5-bromophenyl)thiophene-2-carboxamide